2-(3-(3-hydroxyazetidin-1-yl)-1H-pyrazol-1-yl)benzonitrile OC1CN(C1)C1=NN(C=C1)C1=C(C#N)C=CC=C1